8-(4-bromophenyl)-3-methyl-2-(trifluoromethyl)chromeno[7,8-d]imidazol-6(3H)-one BrC1=CC=C(C=C1)C=1OC2=C(C(C1)=O)C=CC=1N(C(=NC12)C(F)(F)F)C